O1COC2=C1C=CC(=C2)CN2CCSCC2C2=CC=C(C=C2)F (3R)-N-(1,3-benzodioxol-5-ylmethyl)-5-(4-fluorophenyl)thiomorpholine